5-amino-N-[(1s,2s)-2-hydroxycyclohexyl]-6-methylpyridine-3-carboxamide NC=1C=C(C=NC1C)C(=O)N[C@@H]1[C@H](CCCC1)O